C(C)(C)OC=1C=C2C(=NN(C2=CC1)COCC[Si](C)(C)C)C1=CC(=NC=N1)N1C[C@@H](N(CC1)CCN1CCN(CC1)C(=O)OC(C)(C)C)C tert-butyl 4-[2-[(2S)-4-[6-[5-isopropoxy-1-(2-trimethylsilylethoxymethyl)indazol-3-yl]pyrimidin-4-yl]-2-methyl-piperazin-1-yl]ethyl]piperazine-1-carboxylate